5-bromo-2-(3-chloro-pyridin-2-yl)-2H-pyrazole-3-carboxylic acid [4-chloro-2-(1-cyclopropyl-ethylcarbamoyl)-6-methyl-phenyl]-amide ClC1=CC(=C(C(=C1)C)NC(=O)C=1N(N=C(C1)Br)C1=NC=CC=C1Cl)C(NC(C)C1CC1)=O